2-(4-(2,2-difluorobenzo[d][1,3]dioxol-5-yl)-2,6-diisopropylphenyl)acetic acid FC1(OC2=C(O1)C=CC(=C2)C2=CC(=C(C(=C2)C(C)C)CC(=O)O)C(C)C)F